(4-CHLORO-3,5-DIMETHYL-1H-PYRAZOL-1-YL)-ACETALDEHYDE ClC=1C(=NN(C1C)CC=O)C